[Se](=O)(=O)([O-])O[O-] peroxyselenate